C12(CC(C1)C2)NC/C=C/C(=O)N2CC1=C(C(C2)C2=C(C(=CC=C2)F)C=2C(=NN(C2)CC)C(F)(F)F)C=C(S1)C#N (E)-6-(4-(bicyclo[1.1.1]pentan-1-ylamino)but-2-enoyl)-4-(2-(1-ethyl-3-(trifluoromethyl)-1H-pyrazol-4-yl)-3-fluorophenyl)-4,5,6,7-tetrahydrothieno[2,3-c]pyridine-2-carbonitrile